2-heptyl-4,6-dihydroxybenzoic acid C(CCCCCC)C1=C(C(=O)O)C(=CC(=C1)O)O